N-methyl-7-(pyrazolo[1,5-a]pyrimidin-3-yl)-N-(2,2,6,6-tetramethylpiperidin-4-yl)-5H-isochromeno[3,4-d]thiazol-2-amine CN(C=1SC2=C(N1)OCC=1C=C(C=CC12)C=1C=NN2C1N=CC=C2)C2CC(NC(C2)(C)C)(C)C